2-(6'-(1-fluoroethyl)-1'-oxo-1'H-spiro[cyclopropane-1,4'-isoquinolin]-2'(3'H)-yl)acetic acid FC(C)C=1C=C2C3(CN(C(C2=CC1)=O)CC(=O)O)CC3